3-(((4-(chloromethyl)phenyl)imino)methyl)quinoline-2,4-diol ClCC1=CC=C(C=C1)N=CC=1C(=NC2=CC=CC=C2C1O)O